10-(2-(4-fluorophenyl)indolizin-3-yl)-10H-phenothiazine FC1=CC=C(C=C1)C=1C=C2C=CC=CN2C1N1C2=CC=CC=C2SC=2C=CC=CC12